ClC1=C(C(=CC(=C1)[N+](=O)[O-])Cl)F 1,3-dichloro-2-fluoro-5-nitro-benzene